(2R)-2-(6-{5-Chloro-2-[(1-methyl-1H-1,2,3-triazol-5-yl)amino]pyrimidin-4-yl}-1-oxo-2,3-dihydro-1H-isoindol-2-yl)-N-[(1S)-1-(3-fluoro-5-methoxyphenyl)-2-hydroxyethyl]propanamid ClC=1C(=NC(=NC1)NC1=CN=NN1C)C1=CC=C2CN(C(C2=C1)=O)[C@@H](C(=O)N[C@H](CO)C1=CC(=CC(=C1)OC)F)C